C1=CC(=CC=C1OC2=C(C=C(C=C2)Cl)O)Cl 2-hydroxy-4,4'-dichlorodiphenyl ether